5-iodo-4-methoxy-2-(methoxymethyl)-1-methyl-6-(trifluoromethyl)-1H-benzo[d]imidazole IC1=C(C2=C(N(C(=N2)COC)C)C=C1C(F)(F)F)OC